3-methoxy-azetidine-1-sulfonamide COC1CN(C1)S(=O)(=O)N